2-(9-oxo-benzofluorenone-2-yl)propionic acid O=C1C=C2CC3=C4C(C=CC3=C2C=C1)=CC=C(C4=O)C(C(=O)O)C